ClC=1NC2=CC=CC(=C2C1)O chloro-4-hydroxyindole